2,4-dibromo-5-fluoroiodotoluene BrC1=C(CI)C=C(C(=C1)Br)F